4-(4-(2,4-difluorophenoxy)piperidin-1-yl)-5-(5-fluoro-2-methoxynicotinamido)-N,N-dimethylpicolinamide FC1=C(OC2CCN(CC2)C2=CC(=NC=C2NC(C2=C(N=CC(=C2)F)OC)=O)C(=O)N(C)C)C=CC(=C1)F